CN(C)CC1=C(C(=C(C=C1)O)CN(C)C)CN(C)C tris(N,N-dimethylaminomethyl)phenol